2-cyano-2,3-dimethylbutanedioic acid di-n-butyl ester C(CCC)OC(C(C(C(=O)OCCCC)C)(C)C#N)=O